C1(CC1)OC=1C=CC=2N(C1)N=CC2C2CCN(CC2)C(=O)OC(C)(C)C tert-butyl 4-(6-cyclopropyloxypyrazolo[1,5-a]pyridin-3-yl)piperidine-1-carboxylate